N,N'-bis(2-hydroxyethyl)-N,N'-diethylhexahydro-p-phenylenediamine OCCN(C1CCC(CC1)N(CC)CCO)CC